ClC1=NC(=CC(=N1)C(=O)OC)C1=C2C=NN(C2=CC=C1C)C1OCCCC1 methyl 2-chloro-6-(5-methyl-1-tetrahydropyran-2-yl-indazol-4-yl)pyrimidine-4-carboxylate